FC1=C(C=CC(=C1)F)C1(CC1)CN (1-(2,4-difluorophenyl)cyclopropyl)methanamine